N-Methyl-N-(pyridin-4-ylacetyl)-L-alanyl-L-alanyl-L-asparagine CN([C@@H](C)C(=O)N[C@@H](C)C(=O)N[C@@H](CC(N)=O)C(=O)O)C(CC1=CC=NC=C1)=O